N,N-dimethyl-2-{(5R,7S)-7-(5-chloro-2-pyrimidinylamino)-2-aza-5-spiro[3.4]octylamino}-1,3-benzothiazole-6-carboxamide CN(C(=O)C1=CC2=C(N=C(S2)N[C@H]2C3(CNC3)C[C@@H](C2)NC2=NC=C(C=N2)Cl)C=C1)C